N-[3-(5-bromo-1H-pyrazolo[3,4-b]pyridine-3-carbonyl)-2,6-difluorophenyl]-1-phenylmethanesulfonamide BrC=1C=C2C(=NC1)NN=C2C(=O)C=2C(=C(C(=CC2)F)NS(=O)(=O)CC2=CC=CC=C2)F